C(C)(C)(C)OC(=O)N1N=CC=C1C1=C(C=CC(=C1)C1CN(C1)C(C[C@H]1CN(CC1)C(=O)OC(C)(C)C)=O)OC (S)-5-(5-(1-(2-(1-(tert-butoxycarbonyl)pyrrolidin-3-yl)acetyl)-azetidin-3-yl)-2-methoxyphenyl)-1H-pyrazole-1-carboxylic acid tert-butyl ester